[(1,3-thiazol-2-yl)methyl]thieno[3,2-b]pyridin-7-amine formate C(=O)O.S1C(=NC=C1)CC1=CC2=NC=CC(=C2S1)N